Amphetamine methanesulfonate CS(=O)(=O)O.NC(C)CC1=CC=CC=C1